(6-chloronaphthalen-2-yl)-2-(4-(2,5-dichlorophenyl)piperazin-1-yl)propane-1,3-diamine ClC=1C=C2C=CC(=CC2=CC1)C(C(CN)N1CCN(CC1)C1=C(C=CC(=C1)Cl)Cl)N